NC=1C=NC=CC1[C@@H](C1=CC=C(C#N)C=C1)OC1=CC=C2C(CCOC2=C1)=O (R,S)-4-((3-Aminopyridin-4-yl)((4-oxochroman-7-yl)oxy)methyl)benzonitrile